3-chloro-5-((2,4-dichlorophenylimino)-methyl)phenyl 4-meth-ylbenzoate CC1=CC=C(C(=O)OC2=CC(=CC(=C2)C=NC2=C(C=C(C=C2)Cl)Cl)Cl)C=C1